3-(3-(4-((2-(1-(6-(2-hydroxyphenyl)pyridazin-4-yl)-4-phenylpiperidine-4-carbonyl)-2,7-diazaspiro[3.5]nonan-7-yl)methyl)piperidin-1-yl)phenyl)piperidine-2,6-dione OC1=C(C=CC=C1)C1=CC(=CN=N1)N1CCC(CC1)(C(=O)N1CC2(C1)CCN(CC2)CC2CCN(CC2)C=2C=C(C=CC2)C2C(NC(CC2)=O)=O)C2=CC=CC=C2